2-amino-N-((1S,2S)-2-methoxy-2,3-dihydro-1H-inden-1-yl)-3-methyl-N-((5-(trifluoromethyl)-2-pyridinyl)methyl)-6-quinolinecarboxamide NC1=NC2=CC=C(C=C2C=C1C)C(=O)N(CC1=NC=C(C=C1)C(F)(F)F)[C@@H]1[C@H](CC2=CC=CC=C12)OC